C(C)(C)(C)OC(=O)N1C[C@H](CC1)NC1=C(C=C(C=C1)C=1C(=NOC1C)C)N (S)-3-((2-amino-4-(3,5-dimethylisoxazol-4-yl)phenyl)amino)pyrrolidine-1-carboxylic acid tert-butyl ester